FC1(C(C=2C(=CN(C2CC1C)C=1C=CC(=C(C#N)C1)F)C(F)(F)F)O)F 5-(5,5-difluoro-4-hydroxy-6-methyl-3-(trifluoromethyl)-4,5,6,7-tetrahydro-1H-indol-1-yl)-2-fluorobenzonitrile